N1=CN=CC(=C1)CC(=O)N1CC2(CCN3N=C(C=C32)C=3C=NC2=CC=CC=C2C3)C1 2-(pyrimidin-5-yl)-1-[2'-(quinolin-3-yl)-5',6'-dihydrospiro[azetidine-3,4'-pyrrolo[1,2-b]pyrazol]-1-yl]ethan-1-one